6-(1-Cyclopropylpiperidin-4-yl)-2-(2,6-dimethylpyridin-4-yl)-3-isopropyl-5,6,7,8-tetrahydro-1H-pyrrolo[2,3-g]isoquinoline bistrifluoroacetate FC(C(=O)O)(F)F.FC(C(=O)O)(F)F.C1(CC1)N1CCC(CC1)N1CC=2C=C3C(=CC2CC1)NC(=C3C(C)C)C3=CC(=NC(=C3)C)C